3-(fluoromethyl)-4-(trifluoromethyl)pyrrolidine hydrochloride Cl.FCC1CNCC1C(F)(F)F